ClC1=NC2=CC(=CC=C2C(=N1)Cl)C 2,4-dichloro-7-methyl-quinazoline